1-[3-[2-[[(2S,3R,4R,5R)-2,3,4,5,6-pentahydroxyhexyl]amino]ethyl]azetidin-1-yl]ethanone O[C@@H](CNCCC1CN(C1)C(C)=O)[C@H]([C@@H]([C@@H](CO)O)O)O